3-(7-bromo-6-chloro-1-oxoisoindolin-2-yl)piperidine-2,6-dione BrC=1C(=CC=C2CN(C(C12)=O)C1C(NC(CC1)=O)=O)Cl